6-Bromo-N-((1R,4R)-4-methoxycyclohexyl)-4-(morpholinomethyl)pyridin-2-amine BrC1=CC(=CC(=N1)NC1CCC(CC1)OC)CN1CCOCC1